1-[(2-tert-butyl-1H-imidazol-1-yl)methyl]-4-propylpyrrolidin-2-one C(C)(C)(C)C=1N(C=CN1)CN1C(CC(C1)CCC)=O